(R,Z)-1-(4-(1,2-dimethyl-4-((1-(2-methyl-3-(trifluoromethyl)phenyl)ethyl)-imino)-1,4-dihydropyrido[3,4-d]pyrimidin-6-yl)-4-fluoropiperidin-1-yl)ethan-1-one CN1C(=N\C(\C2=C1C=NC(=C2)C2(CCN(CC2)C(C)=O)F)=N/[C@H](C)C2=C(C(=CC=C2)C(F)(F)F)C)C